3-Phenyl-1-(2,4,6-trihydroxyphenyl)prop-2-en-1-one C1(=CC=CC=C1)C=CC(=O)C1=C(C=C(C=C1O)O)O